melamine ethylphosphinate C(C)P(O)=O.N1=C(N)N=C(N)N=C1N